C(=CC)NNC(=S)N propenyl-thiosemicarbazide